CC1=CC=CC(=N1)OC=1C=C(OC2=NC(=CC(=N2)C)C)C=C(C1)OC1=NC(=CC=C1)C 2-(3,5-bis(6-methylpyridin-2-yloxy)phenoxy)-4,6-dimethylpyrimidine